1,2-bis(trifluoromethyl)benzene FC(C1=C(C=CC=C1)C(F)(F)F)(F)F